O1CCN(CC1)C1=NC(=C2C=CC=NC2=C1)OC1CCC(CC1)NC(=N)N ((1s,4s)-4-((7-morpholino-1,6-naphthyridin-5-yl)oxy)cyclohexyl)guanidine